BrCC1=NC=C(C=C1)B1OC(C(O1)(C)C)(C)C 2-(bromomethyl)-5-(4,4,5,5-tetramethyl-1,3,2-dioxaborolan-2-yl)pyridine